5,6-diphenylpyrazine C1(=CC=CC=C1)C=1N=CC=NC1C1=CC=CC=C1